C(C)NC1=NC(=NC=C1C(F)(F)F)NC=1C(=NN(C1)C1(C(CCC1)=O)C)C 2-[4-[[4-(ethylamino)-5-(trifluoromethyl)pyrimidin-2-yl]amino]-3-methyl-pyrazol-1-yl]-2-methyl-cyclopentanone